FC=1C=C(C=C(C1S(=O)(=O)C)F)O 3,5-difluoro-4-methanesulfonylphenol